CC=1C(C=C(C2=NC3=C(C=CC(=C3OC12)C)C(=O)N)C(=O)N)=O 4,6-dimethyl-3-oxo-3H-phenoxazine-1,9-dicarboxamide